CC=1C=NNC(C1)=O 4-methyl-6-oxo-1,6-dihydropyridazine